1-Phenyl-4-(4,4,5,5-tetramethyl-1,3,2-dioxaborolan-2-yl)-1H-pyrazole C1(=CC=CC=C1)N1N=CC(=C1)B1OC(C(O1)(C)C)(C)C